C(C)(=O)N1CCC(CCC1)(C(=O)N(CC(NC=1C=C2C[C@]3(C(NC4=NC=CC=C43)=O)CC2=CC1)=O)CC1=C(C=CC=C1)CNC)C 1-acetyl-4-methyl-N-(2-((methylamino)methyl)benzyl)-N-(2-oxo-2-(((R)-2'-oxo-1,1',2',3-tetrahydrospiro[indene-2,3'-pyrrolo[2,3-b]pyridin]-5-yl)amino)ethyl)azepane-4-carboxamide